CC1=C(C=CC(=N1)NC(C)=O)C=1C=C2CC(NC2=CC1)=O N-(6-methyl-5-(2-oxoindolin-5-yl)pyridin-2-yl)acetamide